3-((S)-2-oxopyrrolidin-3-yl)propanoic acid O=C1NCC[C@@H]1CCC(=O)O